CC1=C(C(=O)SCCNC(CCNC([C@@H](C(COP(OP(OC[C@@H]2[C@H]([C@H]([C@@H](O2)N2C=NC=3C(N)=NC=NC23)O)OP(=O)(O)O)(=O)O)(=O)O)(C)C)O)=O)=O)C=CC=C1 methyl-benzoyl-CoA